P(=O)(OC1=CC=C(C=C1)N(CCCl)CCCl)([O-])[O-] p-(N,N-bis(2-chloroethyl)amino)phenyl phosphate